NC1=C(C(=NC=N1)OC1=C(C=C(C=C1)C1=NN(C(=C1C(=O)N)C(F)(F)F)C1=NC=CC=C1C(F)(F)F)F)Cl [4-(6-amino-5-chloro-pyrimidin-4-yl)oxy-3-fluoro-phenyl]-5-(trifluoromethyl)-1-[3-(trifluoromethyl)-2-pyridinyl]pyrazole-4-carboxamide